N[C@H](C(=O)O)CC(CC)C (2S)-2-AMINO-4-METHYLHEXANOIC ACID